FC=1C(=CC(=NC1)OC)C1=CC(=NN1COCC[Si](C)(C)C)C(=O)O 5-(5-fluoro-2-methoxypyridin-4-yl)-1-[[2-(trimethylsilyl)ethoxy]methyl]pyrazole-3-carboxylic acid